[7-(2,6-dibenzyloxy-3-pyridyl)-2-naphthyl] carbamate C(N)(OC1=CC2=CC(=CC=C2C=C1)C=1C(=NC(=CC1)OCC1=CC=CC=C1)OCC1=CC=CC=C1)=O